CC/C=C\CC(=O)/C=C/C=C\C/C=C\C/C=C\C/C=C\CCC(=O)O 17-oxodocosahexaenoic acid